2-(4-chlorobenzyl)-6-(2-(2,2,2-trifluoroethoxy)pyrimidin-5-yl)pyridazin-3(2H)-one ClC1=CC=C(CN2N=C(C=CC2=O)C=2C=NC(=NC2)OCC(F)(F)F)C=C1